COC1=CC=C(C(=O)N\N=C\C2(C(N3C(CC3S2(=O)=O)=O)C(=O)O)C)C=C1 3-((e)-(2-(4-methoxybenzoyl)hydrazono)methyl)-3-methyl-7-oxo-4-thia-1-azabicyclo[3.2.0]heptane-2-carboxylic acid 4,4-dioxide